N-[2-fluoro-5-(5-methoxypyridazin-3-yl)-4-methylphenyl]-6-azabicyclo[3.1.1]heptane-6-carboxamide FC1=C(C=C(C(=C1)C)C=1N=NC=C(C1)OC)NC(=O)N1C2CCCC1C2